CC1=C(C(=O)OOC(C2=C(C(=CC(=C2)C)C)C)=O)C=C(C=C1C)C 2,3,5-trimethylbenzoyl peroxide